BrC1=C(C=C(C=O)C=C1)OC 4-bromo-3-methoxybenzaldehyde